N1C(=NC2=C1C=CC=C2)C2=CC(=NN2C)NC(C2=CC(=C(C=C2)OC2COC2)Cl)=O N-[5-(1H-benzimidazol-2-yl)-1-methyl-pyrazol-3-yl]-3-chloro-4-(oxetan-3-yloxy)benzamide